COC(C1=NC=CC(=C1)[C@@H](CC1=NN=CN1C)C)=O (R)-4-(1-(4-methyl-4H-1,2,4-triazol-3-yl)propan-2-yl)picolinic acid methyl ester